C1(=CC=CC=C1)C=1C(=C(C(=NC1N)N)C1=CC=CC=C1)N Diphenyl-pyridine-2,4,6-triamine